C(C1=CC=CC=C1)N1CCC(CC1)CCNC(=O)N1[C@@H](CN(C[C@H]1C)C1=NC=C(N=C1)C#N)C (2R,6R)-N-[2-(1-benzylpiperidin-4-yl)ethyl]-4-(5-cyanopyrazin-2-yl)-2,6-dimethylpiperazine-1-carboxamide